N-((1R,3S)-3-([1,2,4]triazolo[4,3-a]pyridin-3-yl)cyclohexyl)-5-bromo-4-(oxetan-3-yloxy)pyrimidin-2-amine N=1N=C(N2C1C=CC=C2)[C@@H]2C[C@@H](CCC2)NC2=NC=C(C(=N2)OC2COC2)Br